COC1=NOC(=C1)C(=O)N 3-methoxyisoxazole-5-carboxamide